FCCN1CC(C1)N 1-(2-fluoroethyl)azetidin-3-amine